N-[1-(4-aminophenyl)-3,5-dimethyl-pyrazol-4-yl]-4-(trifluoromethoxy)benzamide NC1=CC=C(C=C1)N1N=C(C(=C1C)NC(C1=CC=C(C=C1)OC(F)(F)F)=O)C